1,4-bis((S)-2-methyl-2,3,4,9-tetrahydro-1H-pyrido[3,4-b]indol-1-yl)benzene CN1[C@H](C=2NC3=CC=CC=C3C2CC1)C1=CC=C(C=C1)[C@@H]1N(CCC2=C1NC1=CC=CC=C21)C